2-((8-fluoro-10,11-dihydrodibenzo[b,f]oxepin-10-yl)methyl)isoindoline-1,3-dione FC=1C=CC2=C(C(CC3=C(O2)C=CC=C3)CN3C(C2=CC=CC=C2C3=O)=O)C1